C(=C)OCCN(CC)CC 2-(diethylamino)ethyl vinyl ether